C1(CCC1)COC1=CC(=C2C(NC(=NC2=C1)CSC1CCCCC1)=O)F 7-(cyclobutylmethoxy)-2-((cyclohexylthio)methyl)-5-fluoroquinazolin-4(3H)-one